ClC=1C=C(C=NC1)C=1SC(=C(N1)C(C)C)C1=NN(C(C=C1)=O)CC(=O)NCC 2-(3-(2-(5-chloropyridin-3-yl)-4-isopropylthiazol-5-yl)-6-oxopyridazin-1(6H)-yl)-N-ethylacetamide